perfluoroacryloyl chloride FC(C(=O)Cl)=C(F)F